NCCCC(=O)N1CCN(CC1)C(=O)N 4-(4-aminobutyryl)piperazin-amid